CC(C)(C)[C@H]1COC(=N1)C(C)(C)C2=N[C@H](CO2)C(C)(C)C (S,S)-(-)-2,2'-isopropylidenebis(4-tert-butyl-2-oxazoline)